(R)-tetrahydrothiophene-3-ol S1C[C@@H](CC1)O